CC1=C(C=CC(=C1)I)C(C(=O)OCC)(C)C ethyl 2-(2-methyl-4-iodophenyl)-2-methylpropionate